10-bromo-9-(4-biphenylyl)anthracene methyl-3-(cyanomethyl)-4-fluorobenzoate COC(C1=CC(=C(C=C1)F)CC#N)=O.BrC1=C2C=CC=CC2=C(C2=CC=CC=C12)C1=CC=C(C=C1)C1=CC=CC=C1